BrC1=C(C(=CC(=C1)C(C(F)(F)F)(C(F)(F)F)F)I)NC(C1=C(C(=CC=C1)NO)F)=O N-(2-bromo-4-(perfluoropropan-2-yl)-6-iodophenyl)-2-fluoro-3-(hydroxyamino)benzamide